Cl.FC(C)(F)C=1C=C(C=CC1)[C@@H](C)N (R)-1-(3-(1,1-Difluoroethyl)phenyl)ethan-1-amine hydrochloride